8-anthracenyloxymethyl-tetracyclo[4.4.0.12,5.17,10]-3-dodecene C1(=CC=CC2=CC3=CC=CC=C3C=C12)OCC1C2C3C4C=CC(C3C(C1)C2)C4